C(C=C)N1N(C2=NC(=NC=C2C1=O)N1CCNCC1)C1=CC=C2C(=N1)[C@@](CC2)(O)CC (R)-2-allyl-1-(7-ethyl-7-hydroxy-6,7-dihydro-5H-cyclopenta[b]pyridin-2-yl)-6-(piperazin-1-yl)-1,2-dihydro-3H-pyrazolo[3,4-d]pyrimidin-3-one